C(#N)CC1=C(C=NC=C1)OB(O)O [4-(cyanomethyl)pyridin-3-yl]Boric acid